BrC1=C(C=C(C=C1)F)CCCC=C 1-Bromo-4-fluoro-2-(pent-4-en-1-yl)benzene